ClC1=C(C(N(C(=N1)C)C1=C(C(=CC=C1)Cl)Cl)=O)C(F)(F)F 6-chloro-3-(2,3-dichlorophenyl)-2-methyl-5-(trifluoromethyl)-3,4-dihydropyrimidin-4-one